[N+](=O)([O-])C(N1N=C(C(=C1[N+](=O)[O-])[N+](=O)[O-])[N+](=O)[O-])([N+](=O)[O-])[N+](=O)[O-] N-trinitromethyl-3,4,5-trinitropyrazole